3,4,5-trimethoxyphenol COC=1C=C(C=C(C1OC)OC)O